COC=1C=C(C=CC1OC)NC=1C=2N(C=C(N1)C1=CC=C3C(=CNC3=C1)CN1CC(C1)O)C=CN2 1-((6-(8-((3,4-Dimethoxyphenyl)amino)imidazo[1,2-a]pyrazin-6-yl)-1H-indol-3-yl)methyl)azetidin-3-ol